5-(3,4-dichlorobenzyl)pyridin-2-amine ClC=1C=C(CC=2C=CC(=NC2)N)C=CC1Cl